O/C(=C(/C(=O)OCC1=CC=CC=C1)\C1=C(OC(C2=CC=CC=C12)=O)C1=NC=CC=C1)/C Benzyl (E)-3-hydroxy-2-(1-oxo-3-(pyridin-2-yl)-1H-isochromen-4-yl)but-2-enoate